FC(C(C)(C)O)(F)C=1C(=C(C=CC1)[C@@H](C)NC1=NC(=NC2=CC3=C(C=C12)NC(C3(C)C)=O)C)F (R)-4-((1-(3-(1,1-difluoro-2-hydroxy-2-methylpropyl)-2-fluorophenyl)ethyl)amino)-2,8,8-trimethyl-6H-pyrrolo[2,3-g]quinazolin-7(8H)-one